tert-Butyl 4-(tosyloxy)cyclohexanecarboxylate S(=O)(=O)(C1=CC=C(C)C=C1)OC1CCC(CC1)C(=O)OC(C)(C)C